tris(((trifluoromethyl)sulfonyl)oxy)ytterbium FC(S(=O)(=O)O[Yb](OS(=O)(=O)C(F)(F)F)OS(=O)(=O)C(F)(F)F)(F)F